(8-chloro-6-hydroxy-10-phenyl-[1,2,4]triazolo[5,1-a]isoquinoline-5-carbonyl)glycine ClC=1C=C2C(=C(N3C(C2=C(C1)C1=CC=CC=C1)=NC=N3)C(=O)NCC(=O)O)O